Fmoc-(S)-propargyl-alanine C(=O)(OCC1C2=CC=CC=C2C2=CC=CC=C12)N([C@@H](C)C(=O)O)CC#C